4-hydrazinopyridazine N(N)C1=CN=NC=C1